C(C)(C)(C)OC(=O)N1C[C@H](CCC1)NC=1C2=C(N=CN1)C(=CC(=N2)C2=CC=C(C=C2)OC[C@@H](C)O)C(N)=O (3S)-3-[(8-carbamoyl-6-{4-[(2R)-2-hydroxypropoxy]phenyl}pyrido[3,2-d]pyrimidin-4-yl)amino]piperidine-1-carboxylic acid tert-butyl ester